FC(=C(C1=NC=C(C(=C1)C=1N=C(C=2N(C1)C=CN2)OC)OC)N(C(=O)NC(C(F)(F)F)CCC(F)(F)F)CC)F 1-(2,2-difluoro-1-(5-methoxy-4-(8-methoxyimidazo[1,2-a]pyrazin-6-yl)pyridin-2-yl)vinyl)-1-ethyl-3-(1,1,1,5,5,5-hexafluoropentan-2-yl)urea